FC1(CCC(N(C1)C(=O)C1=NC(=CC=C1C)NC1=NC=CC(=C1)OC(F)(F)F)CNC(C)=O)F N-((5,5-difluoro-1-(3-methyl-6-((4-(trifluoromethoxy)pyridine-2-yl)amino)pyridine-2-carbonyl)piperidin-2-yl)methyl)acetamide